FC(CNC(=O)C1=CC=2N(C=C1NC(C1=NC(=CC=C1)C(F)(F)F)=O)C=C(N2)CCC(C)(C)O)F N-(2,2-difluoroethyl)-2-(3-hydroxy-3-methylbutyl)-6-(6-(trifluoromethyl)picolinamido)imidazo[1,2-a]pyridine-7-carboxamide